ClC1=C(C=CC=C1COC(F)(F)F)S(=O)(=O)NC=1C=C(C(=CC1)C(=O)OC)C(=O)OC Dimethyl 4-[[2-chloro-3-(trifluoromethoxymethyl)phenyl]sulfonylamino]benzene-1,2-dicarboxylate